NC1=C(C=NN1C12CC(C1)C2)C(=O)N2C[C@@]1(CCC2)C2=C(NC(O1)=O)C=CC(=C2F)Cl (R)-1'-(5-Amino-1-(bicyclo[1.1.1]pentan-1-yl)-1H-pyrazole-4-carbonyl)-6-chloro-5-fluorospiro[benzo[d][1,3]oxazine-4,3'-piperidin]-2(1H)-one